(R)-3-(5-(3-(((1S,3R)-3-(trifluoromethyl)cyclohexyl)amino)pyridin-2-yl)-1,3,4-oxadiazol-2-yl)-3-vinylpyrrolidin-2-one FC([C@H]1C[C@H](CCC1)NC=1C(=NC=CC1)C1=NN=C(O1)[C@]1(C(NCC1)=O)C=C)(F)F